C(C)OC(C(CCCC(CCNC1=NC(=C(C=C1C(F)(F)F)[N+](=O)[O-])C(NNC(=O)OC(C)(C)C)=O)(C)C)(C(F)(F)F)OCC1=CC=CC=C1)=O 2-benzyloxy-8-[[6-[(tert-Butoxycarbonylamino)carbamoyl]-5-nitro-3-(trifluoromethyl)-2-pyridinyl]amino]-6,6-dimethyl-2-(trifluoromethyl)octanoic acid ethyl ester